ClC1=C(C=C2CCN(C2=C1)C1=C(C=NC2=CC=C(C=C12)C=1C=C2C(=NC1)NN=N2)C#N)F 4-(6-chloro-5-fluoro-indolin-1-yl)-6-(3H-triazolo[4,5-b]pyridin-6-yl)quinoline-3-carbonitrile